CC=1C=C(C=NC1C)N1C(N(C(C1)C#N)C1=CN=CC2=CC=CC=C12)=O 1-(5,6-dimethylpyridin-3-yl)-3-(isoquinolin-4-yl)-2-oxoimidazoline-4-carbonitrile